7-(3-(4-amino-2,6-dimethylphenoxy)-5-methylphenyl)-N-ethyl-5-methyl-4-oxo-4,5-dihydrothieno[3,2-c]pyridine-2-carboxamide NC1=CC(=C(OC=2C=C(C=C(C2)C)C=2C3=C(C(N(C2)C)=O)C=C(S3)C(=O)NCC)C(=C1)C)C